tert-butyl (2S,6R)-4-(3-chloro-6-(5-chloropyrazolo[1,5-a]pyridin-3-yl)pyridin-2-yl)-2,6-dimethylpiperazine-1-carboxylate ClC=1C(=NC(=CC1)C=1C=NN2C1C=C(C=C2)Cl)N2C[C@@H](N([C@@H](C2)C)C(=O)OC(C)(C)C)C